2-amino-8-nonenoic acid NC(C(=O)O)CCCCCC=C